[Fe].CCCC(CC(CCC)=O)=O.CCCC(CC(CCC)=O)=O.CCCC(CC(CCC)=O)=O tris(nonane-4,6-dione) iron